dipentyloxytetradecenyl-butoxy methyl ether COOC(CCC)C=CCCCCCCCCCCCC(OCCCCC)OCCCCC